(S)-N-((R)-1-(5-cyanopyrimidin-2-yl)pyrrolidin-3-yl)-4-(5-(5-fluoro-2-methoxypyridin-4-yl)-1H-pyrazole-3-carbonyl)-4-azaspiro[2.5]Octane-7-carboxamide C(#N)C=1C=NC(=NC1)N1C[C@@H](CC1)NC(=O)[C@H]1CCN(C2(CC2)C1)C(=O)C1=NNC(=C1)C1=CC(=NC=C1F)OC